4-(((3s,4r)-4-(4-(1H-tetrazol-5-yl)phenyl)-1-methylpyrrolidin-3-yl)methyl)-5,7-dimethyl-1H-indole N1N=NN=C1C1=CC=C(C=C1)[C@H]1[C@@H](CN(C1)C)CC1=C2C=CNC2=C(C=C1C)C